6-(3,8-diazabicyclo[3.2.1]octan-8-yl)-N-((1r,4r)-4-(3-chloro-4-cyanophenoxy)cyclohexyl)pyridazine-3-carboxamide C12CNCC(CC1)N2C2=CC=C(N=N2)C(=O)NC2CCC(CC2)OC2=CC(=C(C=C2)C#N)Cl